(1s,4s)-methyl 4-(2-amino-4-bromo-6-methylbenzylamino)cyclohexanecarboxylate NC1=C(CNC2CCC(CC2)C(=O)OC)C(=CC(=C1)Br)C